FC1=CC(=C(OC2=C(C(=O)NC=3C=NNC(C3)=O)C=CC(=C2)C(F)(F)F)C=C1)OC 2-(4-fluoro-2-methoxyphenoxy)-N-(6-oxo-1,6-dihydropyridazin-4-yl)-4-(trifluoromethyl)benzamide